BrC1=CC=C(C=C1)CNC([O-])=O p-bromophenylmethylcarbamate